tert-butyl (2R,5S)-5-(4-chlorobenzyl)-2-(hydrazinecarbonyl)morpholine-4-carboxylate ClC1=CC=C(C[C@H]2CO[C@H](CN2C(=O)OC(C)(C)C)C(=O)NN)C=C1